methyl 2-cyano-3-methoxy-6-methyl-(4,4-bipyridine)-3-carboxylate C(#N)C1N=C(C=C(C1(C(=O)OC)OC)C1=CC=NC=C1)C